C(#N)C1=CC=C(C=C1)C(C(=O)O)CC(C(=O)O)C1=CC=CC=C1 2-(4-cyanophenyl)-4-phenylpentanedioic acid